2-[(2E,6E,10E,14E,18E,22E,26E,30E,34E)-3,7,11,15,19,23,27,31,35,39-decamethyltetraconta-2,6,10,14,18,22,26,30,34,38-decaenyl]-5,6-dimethoxy-3-methylbenzene-1,4-diol acetate C(C)(=O)O.C\C(=C/CC1=C(C(=C(C(=C1C)O)OC)OC)O)\CC\C=C(\CC\C=C(\CC\C=C(\CC\C=C(\CC\C=C(\CC\C=C(\CC\C=C(\CC\C=C(\CCC=C(C)C)/C)/C)/C)/C)/C)/C)/C)/C